(S)-N-(5-(2-amino-[1,2,4]triazolo[1,5-a]pyridin-6-yl)-4-fluoro-2-methylphenyl)-3-phenylisooxazolidine-2-carboxamide NC1=NN2C(C=CC(=C2)C=2C(=CC(=C(C2)NC(=O)N2OCC[C@H]2C2=CC=CC=C2)C)F)=N1